3-[[3-[(cyclopropylsulfonimidoyl)amino]-2-fluoro-phenyl]methyl]-7-[(3-fluoro-2-pyridyl)oxy]-4-methyl-chromen-2-one C1(CC1)S(=O)(=N)NC=1C(=C(C=CC1)CC=1C(OC2=CC(=CC=C2C1C)OC1=NC=CC=C1F)=O)F